7-(dibenzylamino)-2'-(((R)-1-methylpyrrolidin-3-yl)methoxy)-4'-(1,4-oxazepan-4-yl)-3,4,5',8'-tetrahydro-2H-spiro[naphthalene-1,7'-pyrano[4,3-d]pyrimidine]-8-carbonitrile C(C1=CC=CC=C1)N(C1=CC=C2CCCC3(CC=4N=C(N=C(C4CO3)N3CCOCCC3)OC[C@H]3CN(CC3)C)C2=C1C#N)CC1=CC=CC=C1